ClC1=NC=C(C(=N1)NC=1C(=CC2=C(N(C(N2C)=O)CCC(C)(C)O)C1)F)Cl 6-[(2,5-dichloropyrimidin-4-yl)amino]-5-fluoro-1-(3-hydroxy-3-methyl-butyl)-3-methyl-benzimidazol-2-one